5-(difluoromethoxy)benzoic acid methyl ester COC(C1=CC=CC(=C1)OC(F)F)=O